CN1N=CC(=C1)C=1C=C(C=C(C1)C=1C=NN(C1)C)[C@@H](C)NC(C1=C(C=CC(=C1)OCC(C)(N1CCOCC1)C)C)=O (R)-N-(1-(3,5-bis(1-methyl-1H-pyrazol-4-yl)phenyl)ethyl)-2-methyl-5-(2-methyl-2-morpholinopropoxy)benzamide